(3',5'-di-tert-butyl-4'-hydroxybenzyl)-sym-triazin-2,4,6(1H,2H,3H)-trione C(C)(C)(C)C=1C=C(CN2C(NC(NC2=O)=O)=O)C=C(C1O)C(C)(C)C